C(C)OC(=O)C(C(=O)OCC)(C(=O)OCC)C=1NC(=CC1)C(C1=CC=CC=C1)=O 5-benzoyl-pyrrole-2-methanetricarboxylic acid triethyl ester